N-((1-(azetidin-3-ylmethyl)piperidin-4-yl)methyl)-4-((3-(1-(cyanomethyl)-3-(trifluoromethyl)-1H-pyrazol-4-yl)imidazo[1,2-a]pyrazin-8-yl)amino)-2-ethylbenzamide N1CC(C1)CN1CCC(CC1)CNC(C1=C(C=C(C=C1)NC=1C=2N(C=CN1)C(=CN2)C=2C(=NN(C2)CC#N)C(F)(F)F)CC)=O